FC=1C=C2C(=NN(C2=CC1F)C1OCCCC1)C1=NC(=C(C=C1)OC)C 5,6-difluoro-3-(5-methoxy-6-methylpyridin-2-yl)-1-(oxan-2-yl)indazole